[Si](C)(C)(C(C)(C)C)OC[C@H](COC1=NN(C(=C1[N+](=O)[O-])C)C=1N(N=C(C1)C)C)C (S)-3-(3-((tert-butyldimethylsilyl)oxy)-2-methylpropoxy)-2',5,5'-trimethyl-4-nitro-2'H-1,3'-bipyrazole